C(C)(C)(C)OC(=O)N[C@H](C(=O)OC(C)(C)C)CCS(=O)(=N)CCC(C(F)(F)F)(C1=NC=CC=C1)O tert-butyl (2s)-2-((tert-butoxycarbonyl)amino)-4-(4,4,4-trifluoro-3-hydroxy-3-(pyridin-2-yl)butylsulfonimidoyl)butanoate